1-(5-((4-amino-6-chloro-1H-pyrazolo[3,4-d]pyrimidin-1-yl)methyl)-2-bromophenyl-ethyl)-5-methyl-6-oxo-1,6-dihydropyridine-3-carboxylic acid methyl ester COC(=O)C1=CN(C(C(=C1)C)=O)CCC1=C(C=CC(=C1)CN1N=CC=2C1=NC(=NC2N)Cl)Br